4-(3-(4-phenoxyphenyl)-5-(quinoxalin-6-yl)-4,5-dihydro-1H-pyrazol-1-yl)butanoic acid O(C1=CC=CC=C1)C1=CC=C(C=C1)C1=NN(C(C1)C=1C=C2N=CC=NC2=CC1)CCCC(=O)O